tert-butyl 4-[4-(4-{1-[(tert-butoxy)carbonyl]-1,2,3,6-tetrahydropyridin-4-yl}-3-fluorobenzamido)-2-chloro-3-methylphenyl]-1,2,3,6-tetrahydropyridine-1-carboxylate C(C)(C)(C)OC(=O)N1CCC(=CC1)C1=C(C=C(C(=O)NC2=C(C(=C(C=C2)C=2CCN(CC2)C(=O)OC(C)(C)C)Cl)C)C=C1)F